C1(CCCCC1)P(C1=C(C=CC=C1)C1=C(C=C(C=C1C(C)C)C(C)C)C(C)C)C1CCCCC1 dicyclohexyl-(2',4',6'-triisopropylbiphenyl-2-yl)-phosphine